CS(=O)(=O)OCC1=C2C(=NC(=C1)C(=O)OC)CCC2 methyl 4-(methylsulfonyloxymethyl)-6,7-dihydro-5H-cyclopenta[b]pyridine-2-carboxylate